C(C=CC(=O)Cl)(=O)Cl butenedioyl chloride